N-[(3R)-1-benzylpyrrolidin-3-yl]-1-[5-(pyridin-3-yl)-1H-pyrazole-3-carbonyl]piperidine-4-carboxamide C(C1=CC=CC=C1)N1C[C@@H](CC1)NC(=O)C1CCN(CC1)C(=O)C1=NNC(=C1)C=1C=NC=CC1